C(C)OC(=O)C=1N=C2N(C=3N=C(C=C(C3C=C2)C(C(F)(F)F)(F)F)C2CN(CC2)C(=O)OC(C)(C)C)C1 tert-butyl 3-[8-(ethoxycarbonyl)-4-(1,1,2,2,2-pentafluoroethyl)imidazo[1,2-a]1,8-naphthyridin-2-yl]pyrrolidine-1-carboxylate